BrC=1C(=C(N)C(=CC1)OC)Cl 3-bromo-2-chloro-6-methoxyaniline